FC(C(=O)O)(F)F.C(C)(=O)O acetic acid (trifluoroacetate)